ClCC(=O)N[C@@H](CCCN)C(=O)O N-chloroacetyl-L-ornithine